4-(4-chlorobenzo[d]thiazol-2-yl)-6,7-dihydro-1H-imidazo[4,5-c]pyridin ClC1=CC=CC2=C1N=C(S2)C2=NCCC1=C2N=CN1